BrC1=C(C=C(C=C1F)OC)F 2-bromo-1,3-difluoro-5-methoxybenzene